ClC1=C(C=CC=C1C1=C(C(=NC=C1)C1=CC=C2C(=CN(C2=C1)C)CNCCO)Cl)C1=CC=C(C(=N1)OC)CNC[C@H]1CCC(N1)=O (R)-5-((((6-(2-chloro-3-(3-chloro-2-(3-(((2-hydroxyethyl)amino)methyl)-1-methyl-1H-indol-6-yl)pyridin-4-yl)phenyl)-2-methoxypyridin-3-yl)methyl)amino)methyl)pyrrolidin-2-one